1-(3-(2,4-dioxotetrahydropyrimidin-1(2H)-yl)-4-methoxyphenyl)pyrrolidin-3-carbaldehyde O=C1N(CCC(N1)=O)C=1C=C(C=CC1OC)N1CC(CC1)C=O